4-(4-(pyridin-3-yl)phenyl)-1H-1,2,3-triazole-5-carboxylic acid N1=CC(=CC=C1)C1=CC=C(C=C1)C=1N=NNC1C(=O)O